COC=1C=C2C3=C(NC2=CC1)C1(NCC3)CCN(CC1)CC1=CC(=C(C(=C1)F)F)F 6'-Methoxy-1-(3,4,5-trifluorobenzyl)-2',3',4',9'-tetrahydrospiro[piperidine-4,1'-pyrido[3,4-b]indole]